BrC=1C(=NC(=NC1)C(C)(C)C)C1CCC(CC1)OC 5-bromo-2-tert-butyl-4-(4-methoxycyclohexyl)pyrimidine